O.C(C1=CC=CC=C1)(=O)C(C(C(=O)O)(O)C(C1=CC=CC=C1)=O)(O)C(=O)O (-)-dibenzoyltartaric acid monohydrate